ClC1=CC=2N(C(N=C3C2C(=N1)OCCN3CC(F)F)=O)C3=CC=CC=C3 5-chloro-10-(2,2-difluoroethyl)-3-phenyl-9,10-dihydro-3H-7-oxa-1,3,6,10-tetraazacyclohepta[de]naphthalen-2(8H)-one